aza-2'-deoxycytidine N1(C[C@H](O)[C@@H](CO)O1)N1C(=O)N=C(N)C=C1